2-methyl-5-(2-((3S or R)-3-(tetrahydrofuran-2-yl)-3-(thiophen-2-ylmethyl)pyrrolidin-1-yl)propan-2-yl)pyridine CC1=NC=C(C=C1)C(C)(C)N1C[C@](CC1)(CC=1SC=CC1)C1OCCC1 |o1:12|